((tert-butyldimethylsilyl)oxy)-7-fluoronaphthalen-2-ol [Si](C)(C)(C(C)(C)C)OC1=C(C=CC2=CC=C(C=C12)F)O